ClC=1C=C2C(=CC1)NC(C21CCN(CC1)CCOC1=CC(=C(C=C1)S(=O)(=O)C)OC(F)F)=O 5-chloro-1'-{2-[3-(difluoromethoxy)-4-methanesulfonylphenoxy]ethyl}-1,2-dihydrospiro[indole-3,4'-piperidin]-2-one